S1C=C(C=C1)C1=CC2=C(C(CCO2)CN)C=C1 [7-(thiophen-3-yl)-3,4-dihydro-2H-1-benzopyran-4-yl]methylamine